CN1CCC(CC1)C1=CC=C(N=N1)NC1=CC(=CC=C1)C1=NC2=C(N1)C=C(C=C2)C(F)(F)F 6-(1-methyl-4-piperidyl)-N-[3-[6-(trifluoromethyl)-1H-benzo[d]imidazol-2-yl]phenyl]pyridazin-3-amine